(4-((4-((trimethylsilyl)ethynyl)phenyl)amino)pyrimidin-2-yl)piperazine 2-(1H-Triazol-5-yl)ethyl-3-[[2-fluoro-4-(trifluoromethyl)phenyl]methoxy]azetidine-1-carboxylate N1N=NC=C1CCOC(=O)N1CC(C1)OCC1=C(C=C(C=C1)C(F)(F)F)F.C[Si](C)(C)C#CC1=CC=C(C=C1)NC1=NC(=NC=C1)N1CCNCC1